C1=CC(OC)=C2C=3[C@@]45[C@@H](O2)C(=O)C=C[C@H]4[C@@H](CC13)N(C)CC5.C5=CC=CC=1[C@@]34CCCC[C@H]3[C@@H](CC51)NCC4 morphinan compound with codeinone